ClC=1C=C(C=C2C=CN(C12)CCCO)OCC1=CC(=C(C=C1)C1CCCC1)C(F)(F)F 3-(7-chloro-5-((4-cyclopentyl-3-(trifluoromethyl)benzyl)oxy)-1H-indol-1-yl)propan-1-ol